6,8-difluoro-7-methoxyquinazoline-2,4-diol FC=1C=C2C(=NC(=NC2=C(C1OC)F)O)O